C[C@H]1N(CCOC1)C1=CC(NC(=C1)C1=C2C=CC=NC2=CC=C1C)=O 4-[(3R)-3-methylmorpholin-4-yl]-6-(6-methyl-5-quinolinyl)-1H-pyridin-2-one